C(C1=CC=CC=C1)C(C(=O)OCC)C(=O)OCC diethyl benzylmalonate